tert-butyl (1R*,2R*,5S*)-2-(4-fluorobenzyl)-3-azabicyclo[3.1.0]hexane-3-carboxylate FC1=CC=C(C[C@@H]2[C@@H]3C[C@@H]3CN2C(=O)OC(C)(C)C)C=C1 |o1:6,7,9|